3-(5-cyclopropyl-3-(3-(1-(o-tolyl)cyclopropyl)-1,2,4-oxadiazol-5-yl)-1H-pyrazol-1-yl)propenamide C1(CC1)C1=CC(=NN1C=CC(=O)N)C1=NC(=NO1)C1(CC1)C1=C(C=CC=C1)C